(R)-6-cyclopropyl-4-((1-(3-(difluoromethyl)-2-fluorophenyl)ethyl)amino)-7-oxo-6,7-dihydropyrido[3,4-d]pyridazin C1(CC1)N1C=C2C(=NN=CC2=CC1=O)N[C@H](C)C1=C(C(=CC=C1)C(F)F)F